C1=C(C=CC2=CC=CC=C12)C1=CC=C(C=C1)N {4-(naphthalen-2-yl)-phenyl}-amine